ethyl (Z)-N-(4H-thieno[3,2-b]pyrrole-5-carbonyl)cyclopropanecarbohydrazonate S1C=CC=2NC(=CC21)C(=O)N\N=C(/OCC)\C2CC2